ClC=1C=CC(=NC1)C=1N=C2N(C=CC=C2)C1CN1C2CN(C(C1)CC2)C(=O)C2=NC(=CC=C2)OC (-)-(5-{[2-(5-Chloropyridin-2-yl)imidazo[1,2-a]pyridin-3-yl]methyl}-2,5-diazabicyclo[2.2.2]oct-2-yl)(6-methoxypyridin-2-yl)methanon